ClC=1C(=NC(=C(C1NC(C1=CC(=C(C=C1)OC(F)F)OC)=O)F)F)F N-(3-chloro-2,5,6-trifluoropyridin-4-yl)-4-difluoromethoxy-3-methoxybenzamide